C1=CC2=C(C=C1O)C(=CN2)CC(=O)[O-] The molecule is the indol-3-yl carboxylic acid anion formed by loss of a proton from the carboxy group of (5-hydroxyindol-3-yl)acetic acid; principal microspecies at pH 7.3 It has a role as a human metabolite. It is a conjugate base of a (5-hydroxyindol-3-yl)acetic acid.